triethylene glycol phenyl ether methacrylate C(C(=C)C)(=O)OCCOCCOCCOC1=CC=CC=C1